C(#N)C=1C=CC(=NC1)N1N=CN=C1[C@H](C)NC(=O)C=1C=C(C=C2C(C(NC12)=O)(CC)CC)C(F)(F)F N-[(1S)-1-[2-(5-cyano-2-pyridyl)-1,2,4-triazol-3-yl]ethyl]-3,3-diethyl-2-oxo-5-(trifluoromethyl)indoline-7-carboxamide